2-(6-(6-((6-methoxypyridin-3-yl)methyl)-3,6-diazabicyclo[3.1.1]heptan-3-yl)pyridin-3-yl)-N-(5-methyl-1H-pyrazol-3-yl)-6,7-dihydro-5H-cyclopenta[d]pyrimidin-4-amine COC1=CC=C(C=N1)CN1C2CN(CC1C2)C2=CC=C(C=N2)C=2N=C(C1=C(N2)CCC1)NC1=NNC(=C1)C